4-(4-(azetidin-3-ylmethyl)piperazin-1-yl)-2-(2,6-dioxopiperidin-3-yl)isoindoline-1,3-dione N1CC(C1)CN1CCN(CC1)C1=C2C(N(C(C2=CC=C1)=O)C1C(NC(CC1)=O)=O)=O